4-(1H-1,2,4-triazol-5-yl)benzoic acid N1N=CN=C1C1=CC=C(C(=O)O)C=C1